3-methyl-4-(4-{[(3R)-1-methylpiperidin-3-yl]amino}pyrido[3,4-d]pyridazin-1-yl)benzonitrile CC=1C=C(C#N)C=CC1C1=C2C(=C(N=N1)N[C@H]1CN(CCC1)C)C=NC=C2